butyl-(4R)-2-[1-cyclopropyl-3-({[(3S)-1-(6-methylpyridin-3-yl)piperidin-3-yl][(2-methylpyridin-4-yl)methyl]amino}methyl)-4-oxo-1,4-dihydroquinolin-7-yl]-4-hydroxypyrrolidine C(CCC)N1C(C[C@H](C1)O)C1=CC=C2C(C(=CN(C2=C1)C1CC1)CN(CC1=CC(=NC=C1)C)[C@@H]1CN(CCC1)C=1C=NC(=CC1)C)=O